(S)-7-((1r,4R)-4-(1-isopropyl-3-(trifluoromethyl)-1H-pyrazol-5-yl)cyclohexyl)-2-thia-7-azaspiro[4.5]decane 2,2-dioxide C(C)(C)N1N=C(C=C1C1CCC(CC1)N1C[C@@]2(CCS(C2)(=O)=O)CCC1)C(F)(F)F